5-(3-fluoro-5-methylphenyl)-N-[1-(trifluoromethyl)cyclopentyl]pyridine-3-carboxamide FC=1C=C(C=C(C1)C)C=1C=C(C=NC1)C(=O)NC1(CCCC1)C(F)(F)F